CS(=O)(=O)C1=NC=C(C2=C1CNC2=O)NC2=NC=C(C=C2)N2CCNCC2 4-(methylsulfonyl)-7-((5-(piperazin-1-yl)pyridin-2-yl)amino)-2,3-dihydro-1H-pyrrolo[3,4-c]pyridin-1-one